C(C)(C)(C)OC(=O)N1CCC(CC1)C1=NC=C(C=C1)C(C)(F)F 4-(5-(1,1-difluoroethyl)pyridin-2-yl)piperidine-1-carboxylic acid tert-butyl ester